2-amino-4,4,4-trifluorobutan-1-ol NC(CO)CC(F)(F)F